CNC(=O)C1=NC=CC=C1C N,3-dimethylpyridinecarboxamide